FC(C(=O)OCC)(C(O)C=1SC=C(C1)C1=CN(C2=C(C=CC=C12)F)C(=O)OC(C)(C)C)F Ethyl 2,2-difluoro-3-(4-(1-Boc-7-fluoro-1H-indol-3-yl) thiophen-2-yl)-3-hydroxypropionate